FC(C(C(F)(F)F)(F)F)(N(C(C(C1OCC(OC1)C(C(N1C(C(OC(C1(F)F)(F)F)(F)F)(F)F)F)(F)F)(F)F)F)C(C(C(F)(F)F)(F)F)(F)F)F 1,1,2,2,3,3,3-heptafluoro-N-(perfluoropropyl)-N-(1,2,2-trifluoro-2-(5-(1,1,2-trifluoro-2-(perfluoromorpholino)ethyl)-1,4-dioxan-2-yl)ethyl)propan-1-amine